2-CYANOPYRIMIDIN-5-YLBORONIC ACID C(#N)C1=NC=C(C=N1)B(O)O